BrCC1=C(N(C=2C(C=C(C(C12)=O)OC)=O)C)C 3-(Bromomethyl)-5-methoxy-1,2-dimethyl-1H-indole-4,7-dione